ClC1=CC2=C(C(NS(C3=C2C=CC=C3)(=O)=O)C3=C(C2=CC=CC=C2C=C3)O)C=C1 (+)-10-chloro-7-(1-hydroxynaphthalen-2-yl)-6,7-dihydrodibenzo[d,f][1,2]thiazepine 5,5-dioxide